1,3-dipropyl-1,1,3,3-tetramethyldisiloxane C(CC)[Si](O[Si](C)(C)CCC)(C)C